NC1=NN2C(C=C(C=C2)C=2C=C(C(=NC2)C)C(=O)NCC2=C(C=CC=C2)OC2CCCCC2)=N1 5-{2-amino-[1,2,4]triazolo[1,5-a]pyridin-7-yl}-N-{[2-(cyclohexyloxy)phenyl]methyl}-2-methylpyridine-3-carboxamide